FC1=CC(=C(S1)C1=NC=C(C(=N1)C)O[C@@H]1C[C@H](CCC1)C(=O)O)CNC1=NC=CC(=N1)C(C)C (1S,3S)-3-((2-(5-Fluoro-3-(((4-isopropylpyrimidin-2-yl)amino)methyl)thiophen-2-yl)-4-methylpyrimidine-5-yl)oxy)cyclohexanecarboxylic acid